ClC=1C=C(C=C(C1C)F)B(O)O 3-CHLORO-5-FLUORO-4-METHYLPHENYLBORONIC ACID